BrCC1=C(C(=C(C(=C1F)F)CO)F)F (4-(bromomethyl)-2,3,5,6-tetrafluorophenyl)methanol